2-((S)-1-Chloropropyl)-1-(((S)-oxetan-2-yl)methyl)-1H-benzo[d]imidazole-6-carboxylic acid methyl ester COC(=O)C=1C=CC2=C(N(C(=N2)[C@H](CC)Cl)C[C@H]2OCC2)C1